(1R,3r,5S)-3-(4-((4-(4-(methoxycarbonyl)phenyl)-5-methylpyrimidin-2-yl)amino)-1H-pyrazol-1-yl)-8-azabicyclo[3.2.1]octane-8-carboxylic acid tert-butyl ester C(C)(C)(C)OC(=O)N1[C@H]2CC(C[C@@H]1CC2)N2N=CC(=C2)NC2=NC=C(C(=N2)C2=CC=C(C=C2)C(=O)OC)C